ClC=1C(=C(C2=C(N(CC(O2)(C)C)C)C1)C(=O)O)F 6-Chloro-7-fluoro-2,2,4-trimethyl-3,4-dihydro-2H-1,4-benzoxazine-8-carboxylic acid